P(OCCC)(OC(CO)OP(OCCC)=O)=O dipropyl hydroxyethylidene bisphosphonate